(4-chlorobenzyl)(((7-(5-(chlorodifluoromethyl)-1,2,4-oxadiazol-3-yl)imidazo[1,2-a]pyridin-2-yl)methyl)imino)(methyl)-λ6-sulfanone ClC1=CC=C(CS(=O)(C)=NCC=2N=C3N(C=CC(=C3)C3=NOC(=N3)C(F)(F)Cl)C2)C=C1